FC=1C=C2C(CC3(NC2=CC1)CCN(CC3)C(=O)NCC3=CC=C(C=C3)F)=O 6'-fluoro-N-(4-fluorobenzyl)-4'-oxo-3',4'-dihydro-1'H-spiro[piperidine-4,2'-quinoline]-1-carboxamide